CN1[C@@H]2CC[C@H]1CC(C2)OC(=O)C3=CNC4=CC=CC=C43 The molecule is an indolyl carboxylate ester obtained by formal condensation of the carboxy group of indole-3-carboxylic acid with the hydroxy group of tropine. It has a role as a serotonergic antagonist, an antiemetic, a nicotinic acetylcholine receptor agonist, a trypanocidal drug, an immunomodulator, a neuroprotective agent, an apoptosis inhibitor and an anti-inflammatory agent. It is an indolyl carboxylate ester, an azabicycloalkane and a tertiary amino compound. It derives from an indole-3-carboxylic acid and a tropine. It is a conjugate base of a tropisetron(1+).